NC=1N=C(C2=C(N1)C=C(C=N2)OC)N[C@H](CO)CCC (S)-2-((2-amino-7-methoxypyrido[3,2-d]pyrimidin-4-yl)amino)pentan-1-ol